O=C1NCCC1NCC1=CC=C(C=C1)NC(OC1=CC=CC=C1)=O phenyl (4-(((2-oxopyrrolidin-3-yl)amino)methyl)phenyl)carbamate